C(C)(C)(C)OC(NCCN(C([O-])=O)C)=O tert-butylmethylethane-1,2-diyl-dicarbamate